COC1=CC=C(C=C1)SC1=C(C(OC2=CC=CC=C12)=O)[Si](C)(C)C (4-methoxyphenylthio)-3-trimethylsilylcoumarin